FC(C(OC(C(OC(F)(F)F)(F)F)(F)F)(F)F)(O)F perfluoro-3,6-dioxaheptane-1-ol